BrC=1C=C2C(=CC=NC2=CC1)NC1=CC(=CC(=C1)OC)C=1C=NN(C1)C1CC1 6-Bromo-N-(3-(1-cyclopropyl-1H-pyrazol-4-yl)-5-methoxyphenyl)quinolin-4-amine